C1(=CC=CC=C1)C1=NC=2CCC(CC2C(=N1)C1=NN(C=C1)CC=1C=NC=CC1)NC(OC(C)(C)C)=O tert-butyl (2-phenyl-4-(1-(pyridin-3-ylmethyl)-1H-pyrazol-3-yl)-5,6,7,8-tetrahydroquinazolin-6-yl)carbamate